pyridine-2,6-dicarboxylic acid dimethyl ester COC(=O)C1=NC(=CC=C1)C(=O)OC